N1-((3-((1r,4r)-4-ethyl-4-((2,2,2-trifluoroethoxy)methyl)cyclohexyl)-6,7-dihydro-4H-pyrazolo[5,1-c][1,4]oxazin-2-yl)methyl)-N1,N2-dimethylethane-1,2-diamine C(C)C1(CCC(CC1)C=1C(=NN2C1COCC2)CN(CCNC)C)COCC(F)(F)F